tert-butyl (1-(4-(4-((1-(tert-butyl)-1H-pyrazole-4-carboxamido)methyl)-3-methylphenyl)pyridin-3-yl)piperidin-3-yl)(methyl)carbamate C(C)(C)(C)N1N=CC(=C1)C(=O)NCC1=C(C=C(C=C1)C1=C(C=NC=C1)N1CC(CCC1)N(C(OC(C)(C)C)=O)C)C